C(C)(C)(C)NC(N(C1=CC=CC=C1)CCCO[Si](C)(C)C(C)(C)C)=S 3-(tert-butyl)-1-(3-((tert-butyldimethylsilyl)oxy)propyl)-1-phenylthiourea